BrC1=CC=CC(=N1)OCC1=C(C=C(C#N)C=C1)C(CO)(F)F 4-[(6-bromo-2-pyridyl)oxymethyl]-3-(1,1-difluoro-2-hydroxy-ethyl)benzonitrile